BrC1=CC2=C(C=C(S2)C(C[C@@H](C(=O)OC)C)=O)C=C1OC methyl (2S)-4-(6-bromo-5-methoxy-1-benzothien-2-yl)-2-methyl-4-oxobutanoate